BrC(C)C1=CC=C(C=C1)C(F)(F)F 1-(1-bromoethyl)-4-trifluoromethylbenzene